C1(CCC1)C=1C(=NN(C1C1=CC=C(C=C1)F)C)NC([C@@H](C)C1CC(C1)(F)F)=O (S)-N-(4-cyclobutyl-5-(4-fluorophenyl)-1-methyl-1H-pyrazol-3-yl)-2-(3,3-difluorocyclobutyl)propanamide